dibromo-chlorobiphenyl BrC1=C(C(=C(C=C1)C1=CC=CC=C1)Cl)Br